ClC1=C2CCC3(C2=CC=C1)CCC=1C(=NC(=NC1C3)OC[C@H]3NCCC3)N3C1CN(CC3CC1)C(=O)OCC=C allyl 8-[4'-chloro-2-[[(2S)-pyrrolidin-2-yl]methoxy]spiro[6,8-dihydro-5H-quinazoline-7,1'-indane]-4-yl]-3,8-diazabicyclo[3.2.1]octane-3-carboxylate